NC1=CC=2C=C(C=C(C2C=C1)S(=O)(=O)O)S(=O)(=O)O 2-amino-5,7-Naphthalenedisulfonic acid